5-(4-((4-(methylcarbamoyl)benzyl)oxy)phenyl)-2-oxo-6-(trifluoromethyl)-1,2-dihydropyridine-3-carboxamide CNC(=O)C1=CC=C(COC2=CC=C(C=C2)C=2C=C(C(NC2C(F)(F)F)=O)C(=O)N)C=C1